COC(=O)[C@@]1(N(C[C@@H](C1)O)C(=O)OC(C)(C)C)CC(=C)CCl (2r,4r)-2-(2-(chloromethyl)allyl)-4-hydroxypyrrolidine-1,2-dicarboxylic acid 1-(tert-butyl) 2-methyl ester